3-(4-((4-(ethoxymethyl)-4-phenethylpiperidin-1-yl)methyl)phenyl)-1,1-dimethylurea C(C)OCC1(CCN(CC1)CC1=CC=C(C=C1)NC(N(C)C)=O)CCC1=CC=CC=C1